(R)-3-(4-((1-propenoylpyrrolidin-3-yl)oxy)-6-(1-methyl-1H-pyrazol-4-yl)pyrazolo[1,5-a]pyridin-3-yl)-N-methylbenzamide C(C=C)(=O)N1C[C@@H](CC1)OC=1C=2N(C=C(C1)C=1C=NN(C1)C)N=CC2C=2C=C(C(=O)NC)C=CC2